6-(Benzyloxy)-3-bromo-2-methylpyridine C(C1=CC=CC=C1)OC1=CC=C(C(=N1)C)Br